COCCOC=1C=C(N)C=CC1 3-(2-methoxyethoxy)aniline